N-(4-{[6,7-Bis(methyloxy)chinolin-4-yl]oxy}-2-chloro-5-fluorophenyl)-N'-(4-fluorophenyl)cyclopropan-1,1-dicarboxamid COC=1C=C2C(=CC=NC2=CC1OC)OC1=CC(=C(C=C1F)NC(=O)C1(CC1)C(=O)NC1=CC=C(C=C1)F)Cl